C(O)([O-])=O.[Cs+] CESIUM HYDROGEN CARBONATE